sodium methoxybutanesulfonate COC(CCC)S(=O)(=O)[O-].[Na+]